5-methyl-6-(3-methyl-7,8-dihydro-1,6-naphthyridin-6(5H)-yl)-N-(thiazol-5-ylmethyl)nicotinamide CC=1C(=NC=C(C(=O)NCC2=CN=CS2)C1)N1CC=2C=C(C=NC2CC1)C